tert-Butyl (S)-3-(6-chloro-4-methylpicolinamido)piperidine-1-carboxylate ClC1=CC(=CC(=N1)C(=O)N[C@@H]1CN(CCC1)C(=O)OC(C)(C)C)C